2-(5,7-dichloro-6-(2-chloroethoxy)-1,2,3,4-tetrahydronaphthalen-1-yl)-1,2,3,4-tetrahydroisoquinolin-6-ol ClC1=C2CCCC(C2=CC(=C1OCCCl)Cl)N1CC2=CC=C(C=C2CC1)O